3,5-dichloro-4-((6-chloro-5-(1-methylcyclopropyl)pyridazin-3-yl)oxy)aniline ClC=1C=C(N)C=C(C1OC=1N=NC(=C(C1)C1(CC1)C)Cl)Cl